1-methylindole-2-formamide CN1C(=CC2=CC=CC=C12)C(=O)N